5-(2-(8-Phenyl-1,4-dioxaspiro[4.5]decan-8-yl)ethoxy)pyrimidine C1(=CC=CC=C1)C1(CCC2(OCCO2)CC1)CCOC=1C=NC=NC1